[3-[2-chloro-4-fluoro-5-(1-methyl-6-trifluoromethyl-2,4-dioxo-1,2,3,4-tetrahydropyrimidin-3-yl)-phenoxy]-2-pyridyloxy]acetic acid ethyl ester C(C)OC(COC1=NC=CC=C1OC1=C(C=C(C(=C1)N1C(N(C(=CC1=O)C(F)(F)F)C)=O)F)Cl)=O